CN1CCN(CC1)C1=CC=C(C=C1)C=1C=C2C(=NC1)C(=CO2)C=2C=C(/C=N/O)C=CC2 (E)-3-(6-(4-(4-methylpiperazin-1-yl)phenyl)furo[3,2-b]pyridin-3-yl)benzaldehyde oxime